methyl 4-(bromomethyl)-2,3-difluoro-5-(4,4,5,5-tetramethyl-1,3,2-dioxaborolan-2-yl)benzoate BrCC1=C(C(=C(C(=O)OC)C=C1B1OC(C(O1)(C)C)(C)C)F)F